(S)-2-((4-(6-(1-(4-Cyano-2-fluorophenyl)cyclopropoxy)pyridin-2-yl)piperidin-1-yl)methyl)-1-(oxetane-2-ylmethyl)-1H-benzo[d]imidazole-6-carboxylic acid methyl ester COC(=O)C=1C=CC2=C(N(C(=N2)CN2CCC(CC2)C2=NC(=CC=C2)OC2(CC2)C2=C(C=C(C=C2)C#N)F)C[C@H]2OCC2)C1